C1(CCC1)N(C1=NC=C(C(=N1)OC)B(O)O)CCC(=O)OC (2-(cyclobutyl(3-methoxy-3-oxopropyl)amino)-4-methoxypyrimidin-5-yl)boronic acid